C[SiH](O[SiH](O[SiH](C)C)O[SiH](C)C)C tri(dimethylsilyloxy)silane